BrC1=NC=CC=2NCCOCC21 6-bromo-1,2,3,5-tetrahydropyrido[4,3-e][1,4]oxazepine